(Z)-N'-(2-methyl-2-(methyl-d3)propionyl-3,3,3-d3)-3-(3-(3-(pentafluorosulfanyl)-5-(trifluoromethyl)phenyl)-1H-1,2,4-triazol-1-yl)propenohydrazide CC(C(=O)NNC(\C=C/N1N=C(N=C1)C1=CC(=CC(=C1)C(F)(F)F)S(F)(F)(F)(F)F)=O)(C([2H])([2H])[2H])C([2H])([2H])[2H]